4-(2,3-dichloro-6-methoxyphenyl)-2-carbonylcyclopentane-1-carboxylic acid ethyl ester C(C)OC(=O)C1C(CC(C1)C1=C(C(=CC=C1OC)Cl)Cl)=C=O